C[C@H]1NC2=CC=CC=C2NC1 (R)-2-methyl-1,2,3,4-tetrahydroquinoxaline